tert-butyl 4-(7-(tetrahydrofuran-3-yl)imidazo[1,2-c]pyrimidin-3-yl)piperazine-1-carboxylate O1CC(CC1)C1=CC=2N(C=N1)C(=CN2)N2CCN(CC2)C(=O)OC(C)(C)C